Dimethyl 1-(3,4-dihydroxyphenyl)-6,7-dihydroxy-1,2-dihydronaphthalene-2,3-dicarboxylate OC=1C=C(C=CC1O)C1C(C(=CC2=CC(=C(C=C12)O)O)C(=O)OC)C(=O)OC